ClC=1CN(C(=CC1OCC1=NC=C(C=C1F)F)C)C1=CC(=NC=C1C)N1CC(=CC=C1C)C(C)(C)O 3''-chloro-4''-((3,5-difluoropyridine-2-yl)methoxy)-3-(2-hydroxypropane-2-yl)-5',6,6''-trimethyl-2H,2''H-[1,2':4',1''-terpyridine]